C(C)OC(=O)C1(CC(=NO1)C1=C(C=C(C(=C1)C=1C=NC2=CC=CC=C2C1)F)Cl)C 3-[2-chloro-4-fluoro-5-(3-quinolinyl)-phenyl]-5-methyl-4H-isoxazole-5-carboxylic acid ethyl ester